acryloxypropyldiethoxyethylsilane C(C=C)(=O)OCCC[SiH2]CC(OCC)OCC